C1(OC(CO1)C)=O METHYLETHYLENE CARBONATE